BrC=1N=C(SC1)C=O 4-bromothiazole-2-carbaldehyde